N(=C=O)CCCCCC1C(C(C(C(C1=O)CCCCCN=C=O)=O)CCCCCN=C=O)=O 2,4,6-tris(5-isocyanatopentyl)cyclohexane-1,3,5-trione